(S)-N-(1-(3-chloro-5-fluorophenyl)-2-hydroxyethyl)-4-(2-((tetrahydro-2H-pyran-4-yl)amino)pyrimidin-4-yl)oxazole-2-carboxamide ClC=1C=C(C=C(C1)F)[C@@H](CO)NC(=O)C=1OC=C(N1)C1=NC(=NC=C1)NC1CCOCC1